3-benzyloxy-N-(3,4-difluorophenyl)-4-fluoro-2-(2-tetrahydropyran-4-ylethynyl)aniline C(C1=CC=CC=C1)OC=1C(=C(NC2=CC(=C(C=C2)F)F)C=CC1F)C#CC1CCOCC1